C(#N)C1=CC=C(CNC(=O)C2=CC=3C(=C(N=NC3)OCC3(CC3)S(NC)(=O)=O)N(C2=O)C)C=C1 N-(4-cyanobenzyl)-1-methyl-8-((1-(N-methylsulfamoyl)cyclopropyl)methoxy)-2-oxo-1,2-dihydropyrido[2,3-d]pyridazine-3-carboxamide